C(C)(C)(C)OC(NC[C@@H]1OC1)=O (S)-(oxiranyl-methyl)carbamic acid tert-butyl ester